C1(CCCC1)NC=1C2=C(N=C(N1)NC1=CC=C(C=3CCOC31)C3=CC=NN3C)NC=C2C#N 4-(cyclopentylamino)-2-((4-(1-methyl-1H-pyrazol-5-yl)-2,3-dihydrobenzofuran-7-yl)amino)-7H-pyrrolo[2,3-d]pyrimidine-5-carbonitrile